5-(1-methylpiperidin-4-yl)-6-(trifluoromethyl)pyridin CN1CCC(CC1)C=1C=CC=NC1C(F)(F)F